[2-[2-[2-[2-[2-[2-[2-[2-(tert-butoxycarbonylamino)ethoxy]ethoxy]ethoxy]ethoxy]ethoxy]ethoxy]ethoxy]pyrimidin-5-yl]boronic acid C(C)(C)(C)OC(=O)NCCOCCOCCOCCOCCOCCOCCOC1=NC=C(C=N1)B(O)O